CSC1SC(SC1SC)=CC1=CC=C(S1)C=1SC(=CC1)C=1C=C2SC=3C=C(C=CC3N(C2=CC1)CCCC)C=C(C(=O)[O-])C#N 3-(7-(5'-((4,5-bis(methylthio)-1,3-dithiolan-2-ylidene) methyl)-2,2'-bithiophene-5-yl)-10-butyl-10H-phenothiazin-3-yl)-2-cyanoacrylate